N1=CC=C(C=C1)C1=C(C=2C3=CC=CC=C3C2C=C1)C1=CC=NC=C1 bis(4-pyridyl)biphenylene